[Si](C)(C)(C(C)(C)C)OC[C@H]1NC[C@@]2(CCO2)CC1 (4S,7S)-7-(((tert-butyldimethylsilyl)oxy)methyl)-1-oxa-6-azaspiro[3.5]nonane